FC=1C(=CC=C2C(=NC=NC12)NC)C1=C(C=NN1C1COC1)C 8-fluoro-N-methyl-7-(4-methyl-1-(oxetane-3-yl)-1H-pyrazol-5-yl)quinazolin-4-amine